5-bromo-1-(3-fluoro-4-methylbenzyl)-4-(((tetrahydrofuran-2-yl)methoxy)methyl)-1,3-dihydro-2H-benzo[b]azepin-2-one BrC=1C2=C(N(C(CC1COCC1OCCC1)=O)CC1=CC(=C(C=C1)C)F)C=CC=C2